2-(benzyl(2-Hydroxyethyl)amino)-1-(5-chloropyridin-2-yl)ethan-1-one C(C1=CC=CC=C1)N(CC(=O)C1=NC=C(C=C1)Cl)CCO